NC=1C(=NC(=C(N1)F)C1=CC(=C(C=C1)C1CCOCC1)CN(C)C)C1=CC(=C2C(NC(=NC2=C1)C)=O)F 7-(3-amino-6-(3-((dimethylamino)methyl)-4-(tetrahydro-2H-pyran-4-yl)phenyl)-5-fluoropyrazin-2-yl)-5-fluoro-2-methylquinazolin-4(3H)-one